(4S)-2,2-dimethyl-N-[7-methyl-6-[4-((S)-3-methyltetrahydrofuran-3-yl)piperazin-1-yl]-3-isoquinolinyl]tetrahydropyran-4-carboxamide CC1(OCC[C@@H](C1)C(=O)NC=1N=CC2=CC(=C(C=C2C1)N1CCN(CC1)[C@@]1(COCC1)C)C)C